3-(2-Fluorophenyl)-2,3-dibromopropionic acid ethyl ester C(C)OC(C(C(Br)C1=C(C=CC=C1)F)Br)=O